COCC1N(CCC(C1)(C)C)C(=O)OC(C)(C)C tert-butyl 2-(methoxymethyl)-4,4-dimethyl-piperidine-1-carboxylate